FC1=CC=C(C=N1)CCCC1=CC(=CC=2N(C(=NC21)OC)C(=O)N)N2CCOCC2 (3-(6-Fluoropyridin-3-yl)propyl)-2-methoxy-6-morpholino-1H-benzo[d]imidazole-1-carboxamide